(3-Bromo-5-methoxyphenyl)boronic acid BrC=1C=C(C=C(C1)OC)B(O)O